N-(3-(benzo[d]oxazol-2-yl)phenyl)-2-(4-bromophenyl)acetamide O1C(=NC2=C1C=CC=C2)C=2C=C(C=CC2)NC(CC2=CC=C(C=C2)Br)=O